diisopropyl-N,N',N''-trimethyl-(diethylenetriamine) sodium 4,5-dihydroxynaphthalene-2,7-disulfonate OC1=CC(=CC2=CC(=CC(=C12)O)S(=O)(=O)[O-])S(=O)(=O)[O-].[Na+].C(C)(C)N(CCN(CCN(C)C(C)C)C)C.[Na+]